benzyl 4-{4-[(4-methoxybenzyl)amino]-8-(1-methyl-1H-pyrazol-4-yl)pyrazolo[1,5-a][1,3,5]triazin-2-yl}piperazine-1-carboxylate COC1=CC=C(CNC2=NC(=NC=3N2N=CC3C=3C=NN(C3)C)N3CCN(CC3)C(=O)OCC3=CC=CC=C3)C=C1